FC(OC1=NC=CC2=C(C=CC=C12)S(=O)(=O)N1CCN(CC1)C(CNC(CP(OCC)(OCC)=O)=O)=O)F diethyl (2-((2-(4-((1-(difluoromethoxy)isoquinolin-5-yl)sulfonyl)piperazin-1-yl)-2-oxoethyl)amino)-2-oxoethyl)phosphonate